2-phenyl-9,10-bis(2,2'-bipyridin-5-yl)anthracene C1(=CC=CC=C1)C1=CC2=C(C3=CC=CC=C3C(=C2C=C1)C=1C=CC(=NC1)C1=NC=CC=C1)C=1C=CC(=NC1)C1=NC=CC=C1